[Na].C(CCCCCCCCCCCCCCC(C)C)CNCCS(=O)(=O)O N-isostearylmethyltaurine Sodium